ClC1=C(C=CC=C1)C1=C(NC=2C3=C(CCC12)C=CC=C3)C(=O)OC methyl 3-(2-chlorophenyl)-4,5-dihydro-1H-benzo[g]indole-2-carboxylate